CC1=CC=CC=2C[Se](CC21)=O 4-methyl-1,3-dihydrobenzo[c]selenophene-2-oxide